COC1=CC=C(CN(S(=O)(=O)C2=C3C=CN=C(C3=CC(=C2)NC(CC2=C(C=CC=C2)Cl)=O)C(F)F)CC2=CC=C(C=C2)OC)C=C1 N-(5-(N,N-bis(4-methoxybenzyl)sulfamoyl)-1-(difluoromethyl)isoquinolin-7-yl)-2-(2-chlorophenyl)acetamide